3-[(7S)-4-[2-(1H-indol-3-yl)ethylamino]-7-(methoxymethyl)-7,8-dihydro-6H-pyrimido[5,4-b][1,4]oxazin-2-yl]pyridin-2-ol N1C=C(C2=CC=CC=C12)CCNC1=NC(=NC2=C1OC[C@@H](N2)COC)C=2C(=NC=CC2)O